FC1=CC(=C2[C@H](COCC2=C1)C)[C@@H](C(=O)O)N([C@@H]1C[C@H](CC1)OCCCCC1=NC=2NCCCC2C=C1)C (S)-2-((R)-7-fluoro-4-methylisochroman-5-yl)-2-(methyl((1S,3S)-3-(4-(5,6,7,8-tetrahydro-1,8-naphthyridin-2-yl)butoxy)cyclopentyl)amino)acetic acid